(R)-2-(4-(5-chlorothieno[2,3-d]thiazol-2-yl)piperidin-1-yl)-4-((1-(hydroxymethyl)cyclobutyl)amino)-6,7-dihydrothieno[3,2-d]pyrimidine 5-oxide ClC1=CC2=C(N=C(S2)C2CCN(CC2)C=2N=C(C3=C(N2)CC[S@]3=O)NC3(CCC3)CO)S1